phenoxypyrazin O(C1=CC=CC=C1)C1=NC=CN=C1